3-methyl-N-(propargyl)aniline CC=1C=C(NCC#C)C=CC1